C(C1=CC=CC=C1)N[C@H]1[C@@H](CN(CC1)CC(F)(F)F)OC=1C=C2CN(C(C2=CC1)=O)C1C(NC(CC1)=O)=O 3-(5-((trans-4-(benzylamino)-1-(2,2,2-trifluoroethyl)piperidin-3-yl)oxy)-1-oxoisoindolin-2-yl)piperidine-2,6-dione